ClC=1C(=NC=CC1C1=C(C(=CC=C1)C1=NC(=C(C=C1)CNC[C@@H]1NC(CC1)=O)OC)Cl)C1=CC(=C(CN2[C@H](CCC2)C(=O)OC(C)C)C=C1)OC isopropyl (4-(3-chloro-4-(2-chloro-3-(6-methoxy-5-(((((R)-5-oxopyrrolidin-2-yl)methyl)amino)methyl)pyridin-2-yl)phenyl)pyridin-2-yl)-2-methoxybenzyl)-D-prolinate